C(C1=CC=CC=C1)O[C@H]1[C@H]([C@@H](O[C@]1(CF)COCC1=CC=CC=C1)N1C(NC(C=C1)=O)=O)O 1-((2R,3R,4S,5R)-4-(benzyloxy)-5-((benzyloxy)methyl)-5-(fluoromethyl)-3-hydroxytetrahydrofuran-2-yl)pyrimidine-2,4(1H,3H)-dione